1-(1-cyclopropyl-1H-pyrazol-4-yl)-3-nitro-1,3a-dihydro-4H-pyrrolo[3,2-c]pyridine-4,6(5H)-dione C1(CC1)N1N=CC(=C1)N1C=C(C2C(NC(C=C21)=O)=O)[N+](=O)[O-]